FC1=C(C=C(C=C1)F)[C@H]1N(CCC1)C(=O)N1[C@H]2[C@H](N(C[C@@H]1CC2)C(N(C2=CC=CC=C2)C2=CC=CC=C2)=O)C(=O)O (1R,2S,5S)-8-((S)-2-(2,5-difluorophenyl)pyrrolidine-1-carbonyl)-3-(diphenylcarbamoyl)-3,8-diazabicyclo[3.2.1]octane-2-carboxylic acid